C(CCC)N(C([S-])=S)CCCC.C(CCC)[NH+](CCCC)CCCC tri-n-butylammonium di-n-butyldithiocarbamate